(S)-8-chloro-6-(((6-fluoro-2-methylpyridin-3-yl)(1-(3,3,3-trifluoro-2,2-dimethylpropyl)-1H-1,2,3-triazol-4-yl)methyl)amino)-4-(neopentylamino)quinoline-3-carbonitrile ClC=1C=C(C=C2C(=C(C=NC12)C#N)NCC(C)(C)C)N[C@H](C=1N=NN(C1)CC(C(F)(F)F)(C)C)C=1C(=NC(=CC1)F)C